rac-(3R,4S)-3-amino-4-hydroxypyrrolidin-2-one N[C@H]1C(NC[C@@H]1O)=O |r|